m-(1-n-butoxy-1-methylethoxy)styrene C(CCC)OC(C)(OC=1C=C(C=C)C=CC1)C